[C@]1([C@H](O)[C@H](O)[C@@H](CO)O1)(N1C(=O)N=C(N)C=C1)OP(=O)(O)O.OC1=CC(N(C=C1)C1=NC=C(C=C1)N[C@@H]1C[C@H](CC1)NC1=NC=C(C=N1)SC)=O 4-hydroxy-5'-(((1S,3S)-3-((5-(methylthio)pyrimidin-2-yl)amino)cyclopentyl)amino)-2H-[1,2'-bipyridin]-2-one Cytidinyl-phosphate